4-((tert-butyldiphenylsilyl)oxy)-2-(4,5-dichloro-6-oxopyridazin-1(6H)-yl)-N-(4-methyl-3-((4-methyl-1,4-diazepan-1-yl)sulfonyl)phenyl)butanamide [Si](C1=CC=CC=C1)(C1=CC=CC=C1)(C(C)(C)C)OCCC(C(=O)NC1=CC(=C(C=C1)C)S(=O)(=O)N1CCN(CCC1)C)N1N=CC(=C(C1=O)Cl)Cl